FC=1C=C(C=C2C=CN(C(C12)=O)CCC[C@H](C)NC=1C=NNC(C1C(F)(F)F)=O)C1=NC=C(C=C1)C1(CC1)C(F)(F)F 8-fluoro-2-[(4S)-4-[[6-oxo-5-(trifluoromethyl)-1H-pyridazin-4-yl]amino]pentyl]-6-[5-[1-(trifluoromethyl)cyclopropyl]-2-pyridyl]isoquinolin-1-one